ClCCNCCC[Si](OC)(OC)OC N-(beta-chloroethyl)-gamma-aminopropyl-trimethoxysilane